ClC1=C(C=CC2=C1C(=NC(C=1N2C=C(N1)C(=O)N)C)C1=C(C=CC=C1F)F)Cl 7,8-dichloro-6-(2,6-difluorophenyl)-4-methyl-4H-imidazo[1,2-a][1,4]benzodiazepine-2-Carboxamide